1-(2-(hydroxymethyl)-1,3-oxathiolan-5-yl)-5-fluorocytosine OCC1OC(CS1)N1C(=O)N=C(N)C(=C1)F